ON1[C@@H]2CC[C@H](N(C1=O)C2)C(=N)NC(=O)[C@H]2CN(CC2)C(=O)OC(C)(C)C Tert-butyl (3R)-3-((((2S,5R)-6-hydroxy-7-oxo-1,6-diazabicyclo[3.2.1]octan-2-yl)(imino)methyl)carbamoyl)pyrrolidine-1-carboxylate